Cl.BrC=1C=C(C=CC1[N+](=O)[O-])N(C(CCl)=O)CCNC N-(3-bromo-4-nitrophenyl)-2-chloro-N-(2-(methylamino)ethyl)acetamide hydrochloride